2-(difluoromethyl)-4-octylbenzoic acid FC(C1=C(C(=O)O)C=CC(=C1)CCCCCCCC)F